C1(CCC1)N1CCN(CC1)C1CCN(CC1)C1=C(C=C(C(=C1)OC)NC1=NC=NC(=C1)N1OCC[C@@H]1C1=CC=CC2=CC=CC=C12)NC(C=C)=O N-(2-(4-(4-cyclobutylpiperazine-1-yl)piperidine-1-yl)-4-methoxy-5-((6-((R)-3-(naphthalene-1-yl)isoxazolidine-2-yl)pyrimidine-4-yl)amino)phenyl)acrylamide